CN(C=1N=NNC1CC(=O)N1C(CC(C1)F)C(=O)NC(C1=CC=CC=C1)C1=CC(=C(C=C1)C(C)C)F)C 1-{2-[4-(dimethylamino)-1H-1,2,3-triazol-5-yl]acetyl}-4-fluoro-N-{[3-fluoro-4-(propan-2-yl)phenyl](phenyl)methyl}pyrrolidine-2-carboxamide